2-hydroxyphenylimidazo[4,5-f]Phenanthroline OC1=C(C=CC=C1)C=1NC=2C(=C3C=CC=NC3=C3N=CC=CC23)N1